bis(2-methyl-6-isopropylphenyl)thiourea CC1=C(C(=CC=C1)C(C)C)NC(NC1=C(C=CC=C1C(C)C)C)=S